C(C)N1C(C=C(C2=CC=CC=C12)C)=O 1-ethyl-4-methyl-quinolinone